3-(5-(((1S,2R)-2-(3-(2-methoxypyridin-4-yl)azetidin-1-yl)cyclohexyl)oxy)-1-oxoisoindolin-2-yl)piperidine-2,6-dione COC1=NC=CC(=C1)C1CN(C1)[C@H]1[C@H](CCCC1)OC=1C=C2CN(C(C2=CC1)=O)C1C(NC(CC1)=O)=O